methyl 1-((S)-2-((tert-Butoxycarbonyl) amino) propyl)-6-oxapiperidine-3-carboxylate C(C)(C)(C)OC(=O)N[C@H](CN1CC(CCO1)C(=O)OC)C